N1CCC(CC1)C(=O)OC(C(CCCC)NC([C@@H](CCCC(F)(F)F)NC([C@@H](CC1=CC=CC=C1)NC(=O)OC(C)(C)C)=O)=O)=O [2-[[(2R)-2-[[(2R)-2-(tert-butoxycarbonylamino)-3-phenyl-propionyl] amino]-6,6,6-trifluoro-hexanoyl] amino] hexanoyl] piperidine-4-carboxylate